[5-(2-bromo-4-ethyl-sulfonyl-phenoxy)-4-cyclopropyl-pentyl] 4-methylbenzenesulfonate CC1=CC=C(C=C1)S(=O)(=O)OCCCC(COC1=C(C=C(C=C1)S(=O)(=O)CC)Br)C1CC1